C(CCC)N1C=C(CC(=C1)C)C(=O)N 1-butyl-5-methyl-1,4-dihydropyridine-3-carboxamide